Potassium peroxymonosulfate S(=O)(=O)(O[O-])[O-].[K+].[K+]